C1(=CC=CC=C1)NC(=S)NCCC 1-phenyl-3-propyl-2-thiourea